propan-2-yl (2S)-2-[[[(2R)-1-(6-aminopurin-9-yl)propan-2-yl]oxymethyl phenoxyphosphoryl]amino]propanoate NC1=C2N=CN(C2=NC=N1)C[C@@H](C)OCP(=O)(OC1=CC=CC=C1)N[C@H](C(=O)OC(C)C)C